C(C)(CC)C1=NN(C(=C1O)CC)C(C)C 3-sec-butyl-4-hydroxy-5-ethyl-1-isopropyl-pyrazole